C1(=CC(=CC=C1)N1N=CC2=CC=C(C=C12)C=1C=NC(=NC1)N)C 5-(1-(m-tolyl)-1H-indazol-6-yl)pyrimidin-2-amine